(3-((1R,3R)-3-(Dimethylamino)cyclohexyl)-1,2,3-oxadiazol-3-ium-5-yl)((3-(2-phenylacetamido)-5-(trifluoromethyl)phenyl)-carbamoyl)amide CN([C@H]1C[C@@H](CCC1)[N+]1=NOC(=C1)[N-]C(NC1=CC(=CC(=C1)C(F)(F)F)NC(CC1=CC=CC=C1)=O)=O)C